3-(((1R,5S)-3-(3-Cyclohexylpropanoyl)-8-hydroxy-3-azabicyclo[3.2.1]octan-8-yl)methyl)-6-(2-fluorophenyl)pyrimidin C1(CCCCC1)CCC(=O)N1C[C@H]2CC[C@@H](C1)C2(O)CN2CN=C(C=C2)C2=C(C=CC=C2)F